(3-amino-6-cyclopropyl-1H-pyrazolo[3,4-b]pyridin-1-yl)(3-fluoro-2-methoxyphenyl)methanone NC1=NN(C2=NC(=CC=C21)C2CC2)C(=O)C2=C(C(=CC=C2)F)OC